BrC1=C(C=CC(=C1)C(C)C)C1=CC=CC2=CC=CC=C12 1-(2-bromo-4-isopropylphenyl)naphthalene